CN1C(N(C=C1)C1=C(C=C(C=C1)B1OC(C(O1)(C)C)(C)C)C)=O 1-methyl-3-(2-methyl-4-(4,4,5,5-tetramethyl-1,3,2-dioxaborolan-2-yl)phenyl)-1,3-dihydro-2H-imidazol-2-one